2,6-dibenzoyloxymethyl-3-methyl-5-phenyl-4-pyrone C(C1=CC=CC=C1)(=O)OCC=1OC(=C(C(C1C)=O)C1=CC=CC=C1)COC(C1=CC=CC=C1)=O